C1(CC1)C=1C(=NN(C1)[C@@H]1C[C@H](C1)CNC=1C=C2C(N(C(C2=CC1)=O)C1C(NC(CC1)=O)=O)=O)C1=NC=CC=C1N1CCN(CC1)C 5-(((trans-3-(4-cyclopropyl-3-(3-(4-methylpiperazin-1-yl)pyridin-2-yl)-1H-pyrazol-1-yl)cyclobutyl)methyl)amino)-2-(2,6-dioxopiperidin-3-yl)isoindoline-1,3-dione